C(C)C=1NC(=NN1)C=1C(=CC(=C(C(=O)N2CCC(CC2)C2=C(C#N)C=CC=C2)C1)C)F (1-(5-(5-ethyl-4H-1,2,4-triazol-3-yl)-4-fluoro-2-methylbenzoyl)piperidin-4-yl)benzonitrile